C(C)(=O)C1=NN(C2=CC=C(C=C12)C=1C=NC(=NC1)C)CC(=O)N1[C@@H](C[C@H](C1)F)C(=O)NC1=C(C(=CC=C1)C1=CC2=C(OC(O2)(F)F)C=C1)F (2S,4R)-1-(2-(3-Acetyl-5-(2-methylpyrimidin-5-yl)-1H-indazol-1-yl)acetyl)-N-(3-(2,2-difluorobenzo[d][1,3]dioxol-5-yl)-2-fluorophenyl)-4-fluoropyrrolidine-2-carboxamide